C(#N)C=1C=NC2=CC(=C(C=C2C1NC1=C(C=C(C(=C1)OC)F)F)NC(=O)NC1CCN(CC1)CC)OCC 1-(3-cyano-4-((2,4-difluoro-5-methoxyphenyl)amino)-7-ethoxyquinolin-6-yl)-3-(1-ethylpiperidin-4-yl)urea